C(C)C(C[Si](OCC)(OCC)CC(CCCC)CC)CCCC di(2-ethylhexyl)diethoxysilane